ClC1=CC=C2C(=N1)C=C(N2)CN(C(OC(C)(C)C)=O)C tert-butyl ((5-chloro-1H-pyrrolo[3,2-b]pyridin-2-yl)methyl)(methyl)carbamate